1-(2,3-dihydroxy-4-iodo-phenyl)ethanone OC1=C(C=CC(=C1O)I)C(C)=O